5-fluoro-3-(2-nitrovinyl)indole FC=1C=C2C(=CNC2=CC1)C=C[N+](=O)[O-]